glycolyl para-aminophenylarsonate (glycinate) NCC(=O)O.NC1=CC=C(C=C1)[As](OC(CO)=O)(O)=O